ClC=1C=C2C=C(NC2=CC1OCC1=CC(=NO1)C)CNC(=O)[C@H]1OCCC1 (S)-N-((5-chloro-6-((3-methylisoxazol-5-yl)methoxy)-1H-indol-2-yl)methyl)tetrahydrofuran-2-carboxamide